tert-butyl 4-(4-(5-(phenylcarbamoyl)thiazol-2-yl)phenoxy)piperidine-1-carboxylate C1(=CC=CC=C1)NC(=O)C1=CN=C(S1)C1=CC=C(OC2CCN(CC2)C(=O)OC(C)(C)C)C=C1